C(C)(C)N(C(N[Zn])=N)C(C)C (diisopropylguanidino)zinc